C(C)(C)(C)SSCC1=C(C=CC=C1)NC(OC1COCC1O)=O 4-hydroxytetrahydrofuran-3-yl (2-((tert-butyldisulfanyl)methyl)phenyl)carbamate